C(#N)C1=CC(=C(C(=O)N2C[C@H](N(CC2)C2=CC=C(C(=C2C(=O)NCCNC)F)C=2C(=NC=CC2)OCC)CC)C=C1)C(F)(F)F 6-[(2R)-4-[4-cyano-2-(trifluoromethyl)benzoyl]-2-ethylpiperazin-1-yl]-3-(2-ethoxypyridin-3-yl)-2-fluoro-N-[2-(methylamino)ethyl]benzamide